tri(2-aminoethyl)amine NCCN(CCN)CCN